N-phenyl-aziridine C1(=CC=CC=C1)N1CC1